C(C)OC(\C=C\C1=C(C(=CC=C1N)SCC1=CC=CC=C1)F)=O (E)-3-(6-amino-3-(benzylthio)-2-fluorophenyl)acrylic acid ethyl ester